(2S,4R)-4-(benzyloxymethyl)-5-oxo-pyrrolidine-2-carboxylic acid methyl ester COC(=O)[C@H]1NC([C@H](C1)COCC1=CC=CC=C1)=O